Cl.O=C1NC(CCC1N1C(C2=CC=CC(=C2C1=O)C1CCNCC1)=O)=O 2-(2,6-dioxopiperidin-3-yl)-4-(piperidin-4-yl)isoindole-1,3-dione hydrochloride